C1(CC1)NC(=O)C1=CC=C(C=N1)C=1CC(N(C(C1)([2H])[2H])CC=1C=NC=2C=C(C(NC2C1)=O)C1CC1)([2H])[2H] N-cyclopropyl-1'-((7-cyclopropyl-6-oxo-5,6-dihydro-1,5-naphthyridin-3-yl)methyl)-1',2',3',6'-tetrahydro-[3,4'-bipyridine]-2',2',6',6'-d4-6-carboxamide